3,4,5-trimethylpyridine CC=1C=NC=C(C1C)C